1-[(10-bromodecyl)sulfanyl]ethan-1-one tert-butyl-(R)-3-(3-(4-(butylcarbamoyl)phenyl)-1,2,4-oxadiazol-5-yl)pyrrolidine-1-carboxylate C(C)(C)(C)OC(=O)N1C[C@@H](CC1)C1=NC(=NO1)C1=CC=C(C=C1)C(NCCCC)=O.BrCCCCCCCCCCSC(C)=O